N1C=NC=C1OB(O)O imidazole-5-yl-boric acid